O(C1=CC=CC=C1)C1=CC=C(C=N1)NC1=NC=NC2=CC=C(C=C12)[C@@H]1CNCCC1 N-(6-phenoxy-3-pyridyl)-6-[(3R)-3-piperidyl]quinazolin-4-amine